3,5-dichloro-N-(8-fluoro-4-oxo-3-(2-(trifluoromethyl)benzyl)-3,4-dihydroquinazolin-5-yl)-4-hydroxybenzamide ClC=1C=C(C(=O)NC2=C3C(N(C=NC3=C(C=C2)F)CC2=C(C=CC=C2)C(F)(F)F)=O)C=C(C1O)Cl